2-((1r,4R)-4-(dimethylcarbamoyl)cyclohexylamino)-4-((1R,3S)-3-hydroxycyclohexylamino)pyrimidine-5-carboxamide CN(C(=O)C1CCC(CC1)NC1=NC=C(C(=N1)N[C@H]1C[C@H](CCC1)O)C(=O)N)C